rac-4-{[3-(4-{[(3R,4S)-3-fluoro-1-methylpiperidin-4-yl]amino}-1-(2,2,2-trifluoroethyl)-1H-indol-2-yl)prop-2-yn-1-yl]amino}-N-(2-hydroxy-3-methoxypropyl)-3-methoxybenzamide F[C@@H]1CN(CC[C@@H]1NC1=C2C=C(N(C2=CC=C1)CC(F)(F)F)C#CCNC1=C(C=C(C(=O)NC[C@H](COC)O)C=C1)OC)C |&1:34|